tert-butyl (2R,4S)-2-[(5-cyclopropyl-1,3,4-oxadiazol-2-yl)carbamoyl]-4-fluoro-pyrrolidine-1-carboxylate C1(CC1)C1=NN=C(O1)NC(=O)[C@@H]1N(C[C@H](C1)F)C(=O)OC(C)(C)C